C1CN(CCC12CCNCC2)CC2CCN(CC2)C2=C(C=C1C(=NN(C1=C2)C)C2C(NC(CC2)=O)=O)F 3-(6-(4-((3,9-diazaspiro[5.5]undecan-3-yl)methyl)piperidin-1-yl)-5-fluoro-1-methyl-1H-indazol-3-yl)piperidine-2,6-dione